2-(1-isopropyl-1H-benzo[d][1,2,3]triazol-5-yl)-5-methyl-benzo[d]oxazole C(C)(C)N1N=NC2=C1C=CC(=C2)C=2OC1=C(N2)C=C(C=C1)C